2-chloro-6-fluoro-3,4-bis((4-methoxybenzyl)oxy)benzoic acid ClC1=C(C(=O)O)C(=CC(=C1OCC1=CC=C(C=C1)OC)OCC1=CC=C(C=C1)OC)F